NC1=C(C(=NN1C(C([2H])([2H])[2H])C)C1=CC=C(C=C1)C(C(=O)O)C)C#N 2-[4-[5-Amino-4-cyano-1-(2,2,2-trideuterio-1-methyl-ethyl)pyrazol-3-yl]phenyl]propanoic acid